OCC[P+](C1=CC=CC=C1)(C1=CC=CC=C1)C1=CC=CC=C1 (2-Hydroxyethyl)triphenylphosphonium